N-(2-cyclobutyl-6-methyl-phenyl)-3,3-dimethyl-butyramide C1(CCC1)C1=C(C(=CC=C1)C)NC(CC(C)(C)C)=O